CC(C(=O)N)(C1=NN=NC=C1N)C dimethyl-aminotriazineacetamide